7-bromo-4-(4-methylpiperazin-1-yl)-2-((1S,2S)-2-(4-methylpyrimidin-2-yl)cyclopropyl)quinoline BrC1=CC=C2C(=CC(=NC2=C1)[C@@H]1[C@H](C1)C1=NC=CC(=N1)C)N1CCN(CC1)C